C1(=CC=CC=C1)OC(=O)N1CC2=CC(=CC=C2CC1)C(=O)N1CC2=CC=CC=C2C[C@H]1CN1CCN(CC1)C 7-{[(3S)-3-[(4-methylpiperazin-1-yl)methyl]-3,4-dihydroisoquinolin-2(1H)-yl]carbonyl}-3,4-dihydroisoquinoline-2(1H)-carboxylic acid phenyl ester